N-(2,5-dimethoxyphenyl)-4-(3-(p-tolylthio)propanamido)Benzamide COC1=C(C=C(C=C1)OC)NC(C1=CC=C(C=C1)NC(CCSC1=CC=C(C=C1)C)=O)=O